COC(=O)[C@H]1N(CCC1)C(=O)[C@H]1N(CCC1)C(=O)OCC1=CC=CC=C1 (S)-Benzyl 2-((S)-2-(methoxycarbonyl) pyrrolidine-1-carbonyl)-pyrrolidine-1-carboxylate